3-(1,4-Dimethyl-1H-benzo[d][1,2,3]triazol-5-yl)-3-(3-(((S)-2-ethyl-2,3-dihydro-[1,4]oxazepino[7,6-g]quinolin-4(5H)-yl)methyl)-4-methylphenyl)-2,2-dimethylpropionic acid CN1N=NC2=C1C=CC(=C2C)C(C(C(=O)O)(C)C)C2=CC(=C(C=C2)C)CN2C[C@@H](OC1=CC=3C=CC=NC3C=C1C2)CC